6-[(3S)-3-(cyanomethyl)-4-prop-2-enoyl-piperazin-1-yl]-N-(3-hydroxy-1-naphthyl)-2-[(1-methylpyrrolidin-2-yl)methylamino]pyrimidine-4-carboxamide C(#N)C[C@H]1CN(CCN1C(C=C)=O)C1=CC(=NC(=N1)NCC1N(CCC1)C)C(=O)NC1=CC(=CC2=CC=CC=C12)O